(2-(4-chlorophenyl)-5-(2-nitrophenyl)oxazol-4-yl)(4-(2-(dimethylamino)ethyl)piperazin-1-yl)methanone ClC1=CC=C(C=C1)C=1OC(=C(N1)C(=O)N1CCN(CC1)CCN(C)C)C1=C(C=CC=C1)[N+](=O)[O-]